C(=O)(OC(C)(C)C)N Bocamine